(5-hydroxy-1-(4-isopropylphenyl)-2-methyl-4-(piperidin-1-ylmethyl)-1H-indol-3-yl)ethan-1-one tert-butyl-(R)-2-(((tert-butyldiphenylsilyl)oxy)methyl)-4-oxopyrrolidine-1-carboxylate C(C)(C)(C)OC(=O)N1[C@H](CC(C1)=O)CO[Si](C1=CC=CC=C1)(C1=CC=CC=C1)C(C)(C)C.OC=1C(=C2C(=C(N(C2=CC1)C1=CC=C(C=C1)C(C)C)C)C(C)=O)CN1CCCCC1